C1=C(C=CC=2C3=CC=CC=C3C3=CC=CC=C3C12)C=1C=C(C=CC1)C=1C=CC2=C(C1)C=1C(=NC=3C4=C(C5=C(C3N1)C=CC=C5)C=CC=C4)O2 13-[3-(triphenylen-2-yl)phenyl]dibenzo[f,h][1]benzofuro[2,3-b]quinoxaline